4-(3-acetamidopyrrolidin-1-yl)-N-(quinolin-8-yl)picolinamide C(C)(=O)NC1CN(CC1)C1=CC(=NC=C1)C(=O)NC=1C=CC=C2C=CC=NC12